(Z)-4-((2-((((R)-2,3-bis(dodecanoyloxy)propoxy)(hydroxy)phosphoryl)oxy)ethyl)amino)-4-oxobut-2-enoic acid C(CCCCCCCCCCC)(=O)O[C@@H](COP(=O)(O)OCCNC(\C=C/C(=O)O)=O)COC(CCCCCCCCCCC)=O